methyl 2-[5-[3-[tert-butyl (dimethyl) silyl]oxypropyl]-2-pyridyl]acetate [Si](C)(C)(C(C)(C)C)OCCCC=1C=CC(=NC1)CC(=O)OC